C(C)C1=C(NC2=CC=C(C=C12)C1CCNCC1)C1=C2C(=NC=C1)N=NN2 7-(3-ethyl-5-(piperidin-4-yl)-1H-indol-2-yl)-1H-[1,2,3]triazolo[4,5-b]pyridine